FC(C1CCN(CC1)CC(=O)NC=1N=C2N(N=C(C=C2)C=2C=C(C=NC2)C(=O)N)C1)(F)F 5-(2-{2-[4-(trifluoromethyl)piperidin-1-yl]acetamido}imidazo[1,2-b]pyridazin-6-yl)pyridine-3-carboxamide